C(C)(C)(C)OOC1(C(C(=CC=C1)C(C)C)C(C)C)OOC(C)(C)C 1,1-bis(t-butyl-peroxy)-Diisopropylbenzene